C(C)(=O)OC1O[C@@H]([C@@H]([C@@H]([C@H]1NC(C)=O)OC(C)=O)OC(C)=O)COC(C)=O (3R,4R,5R,6R)-3-acetamido-6-(acetoxymethyl)tetrahydro-2H-pyran-2,4,5-triyl triacetate